N(=C=S)C(CCNC(C)=O)C1=CC(=CC=C1)C(F)(F)F N-{3-isothiocyanato-3-[3-(trifluoromethyl)phenyl]propyl}acetamide